2-(6-Chloro-benzothiazol-2-ylamino)-1-methyl-1H-benzoimidazol-5-carboxylic acid [2-(3-fluoro-propoxy)-ethyl]-amide FCCCOCCNC(=O)C1=CC2=C(N(C(=N2)NC=2SC3=C(N2)C=CC(=C3)Cl)C)C=C1